C(C1=CC=CC=C1)OC1=C(C(=O)O)C=CC(=C1)N(C(=O)[C@@H]1N(CC1)S(=O)(=O)C1=C(C(=C(C(=C1F)F)F)F)F)CC1=CC=C(C=C1)C1CCCCC1 (R)-2-(benzyloxy)-4-(N-(4-cyclohexylbenzyl)-1-((perfluorophenyl)sulfonyl)azetidine-2-carboxamido)benzoic acid